1-(4-methoxy-2-methylphenyl)-2-oxo-6-(trifluoromethyl)-1,2-dihydropyridine-3-carboxylic acid COC1=CC(=C(C=C1)N1C(C(=CC=C1C(F)(F)F)C(=O)O)=O)C